OC1CN(CC1)C(=O)C1CCN(CC1)C1=NC=C(C=N1)C(F)(F)F (3-hydroxypyrrolidin-1-yl)(1-(5-(trifluoromethyl)pyrimidin-2-yl)piperidin-4-yl)methanone